C1(CC1)C1(CCN(CC1)C(=O)[C@H]1NCC([C@@H](C1)O)(C)C)C1=NOC(=N1)C1CCC(CC1)(F)F (4-Cyclopropyl-4-(5-(4,4-Difluorocyclohexyl)-1,2,4-oxadiazol-3-yl)piperidin-1-yl)((2S,4R)-4-hydroxy-5,5-dimethylpiperidin-2-yl)methanone